N1(CCNCC1)C1=NC(=NC(=N1)N1N=CC=C1)NCCC(=O)OCC ethyl 3-((4-(piperazin-1-yl)-6-(1H-pyrazol-1-yl)-1,3,5-triazin-2-yl)amino)propanoate